C1(CC1)COC1=CC=C(C=C1)C(CC)N1C[C@@H](N(C[C@H]1CC)C=1C2=C(N(C(N1)=O)C)C=CC(=N2)C#N)CC ((2S,5R)-4-(1-(4-(cyclopropylmethoxy)phenyl)propyl)-2,5-diethylpiperazin-1-yl)-1-methyl-2-oxo-1,2-dihydropyrido[3,2-d]Pyrimidine-6-carbonitrile